biphenol diacetate C(C)(=O)OC=1C(=CC=CC1)C=1C(=CC=CC1)OC(C)=O